2,2'-(ethane-1,2-diylbis(benzylazanediyl))bis(ethan-1-ol) C(CN(CC1=CC=CC=C1)CCO)N(CC1=CC=CC=C1)CCO